C(C)(C)(C)C1=CC(=NC=C1)Cl 4-(tertiary butyl)-2-chloropyridine